N[C@H]1[C@@H]2N(C[C@H]1CC2)C(=O)C2=CC1=C(N(C(=N1)C=1N(C3=CC(=CC=C3C1)C1=CC(=C(C(=O)N)C=C1)Cl)CC1CC1)C)C(=C2)OC 4-(2-{5-[(1R,4R,7R)-7-amino-2-azabicyclo[2.2.1]heptane-2-carbonyl]-7-methoxy-1-methyl-1H-1,3-benzodiazol-2-yl}-1-(cyclopropylmethyl)-1H-indol-6-yl)-2-chlorobenzamide